FC12CC(C1)(C2)CNCC=2NC1=CC(=CC=C1C2)CN2N=NC(=C2)C=2C(=NC=C(C2)OC)C#N 3-[1-({2-[({(3-Fluoro-bicyclo[1.1.1]pent-1-yl)methyl}amino)methyl]-1H-indol-6-yl}methyl)-1H-1,2,3-triazol-4-yl]-5-methoxy-2-pyridine-carbonitrile